N',2-dibenzylhydrazine-1-carboximidhydrazide C(C1=CC=CC=C1)NNC(=N)NNCC1=CC=CC=C1